(1S,2S)-2-(3-chlorophenyl)-N-(6-((2R,4R)-2-(6-cyclopropylimidazo[1,2-a]pyridin-2-yl)-4-hydroxypyrrolidin-1-yl)pyrimidin-4-yl)cyclopropane-1-carboxamide ClC=1C=C(C=CC1)[C@@H]1[C@H](C1)C(=O)NC1=NC=NC(=C1)N1[C@H](C[C@H](C1)O)C=1N=C2N(C=C(C=C2)C2CC2)C1